ClC=1C(=NC(=C(C1)F)N1C(N(C(=CC1=O)C(F)(F)F)C)=O)C=NO 3-chloro-5-fluoro-6-[3-methyl-2,6-dioxo-4-(trifluoromethyl)pyrimidin-1-yl]pyridine-2-carbaldehyde oxime